2,2-difluoro-3-((1R,3R)-1-(6-fluoro-3-(2-((3-fluoropropyl)amino)ethoxy)-2-methylphenyl)-3-methyl-1,3,4,9-tetrahydro-2H-pyrido[3,4-b]indol-2-yl)propanoic acid FC(C(=O)O)(CN1[C@@H](C=2NC3=CC=CC=C3C2C[C@H]1C)C1=C(C(=CC=C1F)OCCNCCCF)C)F